FC1(CCC(CC1)C1=NC=CC(=C1NC(=O)C=1C=NC(=NC1)OC(C)C)C1=NC(=CC=C1)F)F N-(2'-(4,4-difluorocyclohexyl)-6-fluoro-[2,4'-bipyridin]-3'-yl)-2-isopropoxypyrimidine-5-carboxamide